(S)-N-(3-chloro-2,4-difluorophenyl)-N-methyl-2-oxo-3-(7-(trifluoromethyl)thiazolo[5,4-b]pyridin-2-yl)imidazolidine-4-carboxamide ClC=1C(=C(C=CC1F)N(C(=O)[C@H]1N(C(NC1)=O)C=1SC2=NC=CC(=C2N1)C(F)(F)F)C)F